FC(C1=CC=C(C=C1)N1C[C@@H]2N(C3=C1C=CC=N3)C[C@@H](C2)C(=O)O)(F)F (6aR,8R)-5-(4-(trifluoromethyl)phenyl)-5,6,6a,7,8,9-hexahydropyrido[3,2-e]pyrrolo[1,2-a]pyrazine-8-carboxylic acid